2-((4-((R)-2-(4-chloro-2-fluorophenyl)-2-methylbenzo[d][1,3]dioxol-4-yl)-6-oxo-3,6-dihydropyridin-1(2H)-yl)methyl)-1-((S)-oxetan-2-ylmethyl)-1H-benzo[d]imidazole-6-carboxylic acid ClC1=CC(=C(C=C1)[C@]1(OC2=C(O1)C=CC=C2C=2CCN(C(C2)=O)CC2=NC1=C(N2C[C@H]2OCC2)C=C(C=C1)C(=O)O)C)F